tert-butyl 4-(7-((3-(cyanomethyl)phenyl)amino)-1-methyl-6,7-dihydro-5H-benzo[c][1,2,3]triazolo[1,5-a]azepin-9-yl)-3,6-dihydropyridine-1(2H)-carboxylate C(#N)CC=1C=C(C=CC1)NC1C2=C(C=3N(CC1)N=NC3C)C=CC(=C2)C=2CCN(CC2)C(=O)OC(C)(C)C